[V].[Al].[Ti] titanium aluminum-vanadium